tert-Butyl N-[[1-[5-[(4-fluoro-2-methyl-1,3-benzoxazol-6-yl)carbamoyl]pyrazin-2-yl]azetidin-3-yl]methyl]-N-methyl-carbamate FC1=CC(=CC2=C1N=C(O2)C)NC(=O)C=2N=CC(=NC2)N2CC(C2)CN(C(OC(C)(C)C)=O)C